N1=CN=CC2=C1OC=C2 furano[2,3-d]Pyrimidine